C1(CC2C(CC1)O2)C(C[Si](OC)(OC)OC)C 2-(3,4-epoxycyclohexyl)propyl-trimethoxysilane